N-((2S,3S)-1-hydroxy-3-methylpentan-2-yl)benzo[d][1,3]dioxole-5-carboxamide silver chloride [Ag]Cl.OC[C@H]([C@H](CC)C)NC(=O)C1=CC2=C(OCO2)C=C1